C(C)(C)(C)OC(=O)N1CCC(CC1)OC1CC(C1)OC1=NC=CC(=C1)N1[C@H]2CNCC1CC2 4-((1r,3r)-3-((4-(3,8-diazabicyclo[3.2.1]oct-8-yl)pyridin-2-yl)oxy)cyclobutoxy)piperidine-1-carboxylic acid tert-butyl ester